O1C(CCCC1)N1N=CC=C1C1=CC=C(C=N1)N 6-(1-(tetrahydro-2H-pyran-2-yl)-1H-pyrazol-5-yl)pyridin-3-amine